[4-chloro-2-(5-isoxazolyl)phenoxy]acetic acid ClC1=CC(=C(OCC(=O)O)C=C1)C1=CC=NO1